5-[4-cyclopropyl-6-(difluoromethoxy)pyrimidin-5-yl]-3-[[4-[1-isopropyl-4-(trifluoromethyl)imidazol-2-yl]phenyl]methyl]-1H-pyrazolo[4,3-d]pyrimidine C1(CC1)C1=NC=NC(=C1C=1N=CC2=C(N1)C(=NN2)CC2=CC=C(C=C2)C=2N(C=C(N2)C(F)(F)F)C(C)C)OC(F)F